1-(1-(cyclopropanecarbonyl)piperidin-4-yl)-3-(4-(trifluoromethoxy)phenyl)urea C1(CC1)C(=O)N1CCC(CC1)NC(=O)NC1=CC=C(C=C1)OC(F)(F)F